tert-butyl 6-(azidomethyl)-2-({[(tert-butoxy)carbonyl]({3-fluorobicyclo[1.1.1]pentan-1-yl}methyl)amino}methyl)-1H-indole-1-carboxylate N(=[N+]=[N-])CC1=CC=C2C=C(N(C2=C1)C(=O)OC(C)(C)C)CN(CC12CC(C1)(C2)F)C(=O)OC(C)(C)C